tert-butyl 3-(2-{[4-(5-cyclopropyl-1,2,4-oxadiazol-3-yl)-4-methylpiperidine-1-carbonyl]amino}-3-fluorophenyl)-3,8-diazabicyclo[3.2.1]octane-8-carboxylate C1(CC1)C1=NC(=NO1)C1(CCN(CC1)C(=O)NC1=C(C=CC=C1F)N1CC2CCC(C1)N2C(=O)OC(C)(C)C)C